(R)-N-(2-(2-fluoro-3-hydroxy-3-methylbutyl)-6-morpholino-1,1-dioxido-2,3-dihydrobenzo[d]isothiazol-5-yl)pyrazolo[1,5-a]pyrimidine-3-carboxamide F[C@H](CN1S(C2=C(C1)C=C(C(=C2)N2CCOCC2)NC(=O)C=2C=NN1C2N=CC=C1)(=O)=O)C(C)(C)O